thiazolo[5,4-b]pyridine-2-carboxylate N1=C(SC2=NC=CC=C21)C(=O)[O-]